2-(3,5-dibromo-4-((4-oxyl-3,4-dihydrophthalazin-1-yl)oxyl)phenyl)-3,5-dioxo-2,3,4,5-tetrahydro-1,2,4-triazine-6-nitrile BrC=1C=C(C=C(C1OC1=NNC(C2=CC=CC=C12)O)Br)N1N=C(C(NC1=O)=O)C#N